C(C1=CC=CC=C1)N[C@H](C)C1=CC=CC=C1 R-(+)-benzyl-1-phenylethylamine